2,6-dimethyl-4-pyranylidenemalononitrile CC=1OC(=CC(C1)=C(C#N)C#N)C